4-(9-(heptadec-9-yloxy)-9-oxononanoyloxy)phenylacetic acid CCCCCCCCC(CCCCCCCC)OC(CCCCCCCC(=O)OC1=CC=C(C=C1)CC(=O)O)=O